C(C)OC(=O)C=1NC=C(C1C1=NN(C=C1)C)Br.BrC=1C(=C(NC1)C(=O)OCC)C1=NN(C=C1)C ethyl 4-bromo-3-(1-methyl-1H-pyrazol-3-yl)-1H-pyrrole-2-carboxylate ethyl-4-bromo-3-(1-methyl-1H-pyrazol-3-yl)-1H-pyrrole-2-carboxylate